Cl.Cl.NC[C@H](C1=CC=CC=C1)NC=1NC(/C(/N1)=C/C=1C=C2C=NN(C2=CC1)C)=O (4Z)-2-[[(1S)-2-Amino-1-phenyl-ethyl]amino]-4-[(1-methylindazol-5-yl)methylene]-1H-imidazol-5-one dihydrochloride